COC(C1=CC=C(C=C1)OC1C2=C(CNC1)C(=NN2C2=CC(=NC=C2)O)C(F)(F)F)=O 4-((1-(2-Hydroxypyridin-4-yl)-3-(trifluoromethyl)-4,5,6,7-tetrahydro-1H-pyrazolo[4,3-c]pyridin-7-yl)oxy)benzoic acid methyl ester